1-(2,6-bis(benzyloxy)pyridin-3-yl)-5-nitro-1H-benzo[d]imidazol-2(3H)-one C(C1=CC=CC=C1)OC1=NC(=CC=C1N1C(NC2=C1C=CC(=C2)[N+](=O)[O-])=O)OCC2=CC=CC=C2